2-fluoro-3,5-dimethyl-4-phenylpyridine FC1=NC=C(C(=C1C)C1=CC=CC=C1)C